COCC=1C=C2C=C(NC2=C(C1)NC1CCOCC1)C1=CC=CC=C1 5-(methoxymethyl)-2-phenyl-N-tetrahydropyran-4-yl-1H-indol-7-amine